C(C)N([C@H]1[C@H](CCC1)OC=1C=C2CN(C(C2=CC1)=O)C1C(NC(CC1)=O)=O)CC1COC1 3-(5-(((1S,2R)-2-(ethyl(oxetan-3-ylmethyl)amino)cyclopentyl)oxy)-1-oxoisoindolin-2-yl)piperidine-2,6-dione